(4R)-4-((2-oxabicyclo[2.2.2]octan-4-yl)methoxy)-3-amino-2-methylpentan-2-ol C12OCC(CC1)(CC2)CO[C@@H](C(C(C)(O)C)N)C